NC=1C(N(C=CC1)C1=NC=CC=C1)=O 3-amino-1-(2-pyridyl)pyridin-2-one